C1C2C3CCCC3C1CC2=CCCC=O 4-(octahydro-4,7-methylene-5H-inden-5-ylidene)-butanal